coumaroamide C(\C=C\C1=CC=C(C=C1)O)(=O)N